C(C)(=NN)NC=1SC(=C(C1C(=O)OC(C)(C)C)C)C tert-butyl 2-(ethanehydrazonoylamino)-4,5-dimethyl-thiophene-3-carboxylate